5-(2-chloro-4-(methylsulfonyl)benzoyl)-2,2-dimethyl-1,3-dioxane-4,6-dione ClC1=C(C(=O)C2C(OC(OC2=O)(C)C)=O)C=CC(=C1)S(=O)(=O)C